C(C)OC(=O)/C(=C/C1=NC=C(C(=O)OCC)C=C1[N+](=O)[O-])/CC ethyl (E)-6-(2-(ethoxycarbonyl)but-1-en-1-yl)-5-nitronicotinate